N-((7-(3,5-difluorophenoxy)-3-hydroxy-2,3-dihydro-1H-inden-4-yl)(methyl)(oxo)-λ6-sulfanylidene)cyanamide FC=1C=C(OC=2C=CC(=C3C(CCC23)O)S(=NC#N)(=O)C)C=C(C1)F